NCC1=NNC(C2=CC=C(C=C12)C=1C=NN(C1C1=C(C#N)C(=CC(=C1F)Cl)OC1CC1)C(F)(F)F)=O (P)-2-(4-(4-(aminomethyl)-1-oxo-1,2-dihydrophthalazin-6-yl)-1-(trifluoromethyl)-1H-pyrazol-5-yl)-4-chloro-6-cyclopropoxy-3-fluorobenzonitrile